[C@H]12CN(C[C@H](CC1)N2)C2=NC(=NC1=C(C(=CC=C21)C2=C1C(=NNC1=CC=C2C)N)F)OC[C@]21CCCN1C[C@@H](C2)F 4-(4-((1R,5S)-3,8-diazabicyclo[3.2.1]octan-3-yl)-8-fluoro-2-(((2R,7aS)-2-fluorotetrahydro-1H-pyrrolizin-7a(5H)-yl)methoxy)quinazolin-7-yl)-5-methyl-1H-indazol-3-amine